N-[1-(2,3-dihydroxypropyl)-4-piperidyl]-6-[3-(4-mesyl-2-anisidino)-1-propynyl]-1-(2,2,2-trifluoroethyl)-1H-benzo[d]imidazole-4-carboxamide OC(CN1CCC(CC1)NC(=O)C1=CC(=CC=2N(C=NC21)CC(F)(F)F)C#CCNC=2C(OC)=CC=C(C2)S(=O)(=O)C)CO